2-((2-Aminoethyl)amino)-4-bromobenzoic acid NCCNC1=C(C(=O)O)C=CC(=C1)Br